N1=CC(=CC2=CC=CN=C12)C(=O)N 1,8-naphthyridine-3-carboxamide